C1(CC1)C1=C(C=C2CCNCC2=C1)NC1=NC=C(C(=N1)C1=CC2=C(C(N(CCS2(=O)=O)C)=O)S1)C(F)(F)F 7-(2-((7-cyclopropyl-1,2,3,4-tetrahydroisoquinolin-6-yl)amino)-5-(trifluoromethyl)pyrimidin-4-yl)-4-methyl-3,4-dihydrothieno[2,3-f][1,4]thiazepin-5(2H)-one 1,1-dioxide